C(C)(C)(C)C1=NC(=NO1)C(=O)NCC1=CC=C(C=C1)C=1C=2N(C=C(N1)N1CCOCC1)N=CC2 5-(tert-butyl)-N-(4-(6-morpholinopyrazolo[1,5-a]pyrazin-4-yl)benzyl)-1,2,4-oxadiazole-3-carboxamide